5-(6-(4-Acetylpiperazin-1-yl)-3,4-dihydro-1,7-naphthyridin-1(2H)-yl)-7-methoxy-1,3-dimethylquinolin-2(1H)-one C(C)(=O)N1CCN(CC1)C=1C=C2CCCN(C2=CN1)C1=C2C=C(C(N(C2=CC(=C1)OC)C)=O)C